N2-(2-(3-(Benzo[d]oxazol-2-yl)propyl)-2-azaspiro[3.3]heptan-6-yl)-N4-(5-cyclopropyl-1H-pyrazol-3-yl)-N2-methylpyrimidine-2,4-diamine O1C(=NC2=C1C=CC=C2)CCCN2CC1(C2)CC(C1)N(C1=NC=CC(=N1)NC1=NNC(=C1)C1CC1)C